3-(6-methoxypyridin-3-yl)-5-(1-(1-methylpiperidin-4-yl)-1H-pyrazol-4-yl)-1-tosyl-1H-pyrrolo[2,3-b]pyridine COC1=CC=C(C=N1)C1=CN(C2=NC=C(C=C21)C=2C=NN(C2)C2CCN(CC2)C)S(=O)(=O)C2=CC=C(C)C=C2